CN1C(=NC2=C1C=CC(=C2)B(O)O)C (1,2-dimethyl-1H-benzo[d]imidazol-5-yl)boronic acid